[B].[Ge].FC1(OC2=C(O1)C=CC(=C2)/C=C/C(=O)N2CCN(CC2)C(=O)C2=NC=NC(=C2)C(C)(C)O)F (E)-3-(2,2-difluorobenzo[d][1,3]dioxol-5-yl)-1-(4-(6-(2-hydroxypropan-2-yl)pyrimidine-4-carbonyl)piperazin-1-yl)prop-2-en-1-one Germanium-boron